(3R)-3-(4-chlorophenyl)-2-[(5-chloropyrimidin-2-yl)methyl]-4-fluoro-6-[1-(4-fluoro-1-methylpiperidin-4-yl)-1-hydroxypropyl]-3-(2-hydroxyethoxy)-2,3-dihydro-1H-isoindol-1-one ClC1=CC=C(C=C1)[C@@]1(N(C(C2=CC(=CC(=C12)F)C(CC)(O)C1(CCN(CC1)C)F)=O)CC1=NC=C(C=N1)Cl)OCCO